3-(6,6-dimethyl-1,4,9-trioxadispiro[4.2.48.25]tetradec-11-en-11-yl)pyridine CC1(C2(OCCO2)CCC2(C1)OCC(=C2)C=2C=NC=CC2)C